2-(1-(tert-butoxycarbonyl)3-piperidinyl)acetic acid C(C)(C)(C)OC(=O)N1CC(CCC1)CC(=O)O